O=C1NC(CCC1N1N=CC(=CC1=O)N1CCN(CC1)C(=O)OC(C)(C)C)=O tert-butyl 4-[1-(2,6-dioxo-3-piperidyl)-6-oxo-pyridazin-4-yl]piperazine-1-carboxylate